CC1=NC(=NC(=C1)C)N1[C@@H]2[C@H](CCC1)CN(C2)C(=O)OC(C)(C)C tert-Butyl (4aR,7aR)-1-(4,6-dimethylpyrimidin-2-yl)octahydro-6H-pyrrolo[3,4-b]pyridine-6-carboxylate